N=1N(N=CC1)C1=C(C=C(C=N1)NC(=O)C1CC2(OCC2)C2=C1C=NC=1N2N=C(C1)Cl)C(F)(F)F (cis)-N-(6-(2H-1,2,3-triazol-2-yl)-5-(trifluoromethyl)pyridin-3-yl)-2-chloro-6,7-dihydrospiro[cyclopenta[e]pyrazolo[1,5-a]pyrimidine-8,2'-oxetan]-6-carboxamide